1-(4-Methoxy-2-methyl-5,7-dihydro-6H-pyrrolo[3,4-d]pyrimidin-6-yl)-2-(1-(6-(trifluoromethyl)pyridin-3-yl)azetidin-3-yl)ethan-1-one COC=1C2=C(N=C(N1)C)CN(C2)C(CC2CN(C2)C=2C=NC(=CC2)C(F)(F)F)=O